N-tert-butyl-1-phenylmethanimine C(C)(C)(C)N=CC1=CC=CC=C1